CO[Si](CCCNC(CCC(CCCC)O)=O)(OC)OC N-(3-Trimethoxysilylpropyl)-4-hydroxyoctanamid